C[C@@H]1CN(C[C@@H](O1)C)C(=O)Cl (2R,6s)-2,6-dimethyl-morpholine-4-carbonyl chloride